C(#N)[C@](C)(CC(F)(F)F)NC(=O)C1=CC(=C2N1CCC1=CC(=C(C=C21)C=2N=NN(N2)C)OC)CC(C)(F)F (S)-N-(2-cyano-4,4,4-trifluorobutan-2-yl)-1-(2,2-difluoropropyl)-8-methoxy-9-(2-methyl-2H-tetrazol-5-yl)-5,6-dihydropyrrolo[2,1-a]isoquinoline-3-carboxamide